C(=O)(OC)[C@@H]1[C@H]2CC[C@@H](C[C@@H]1C1=CC=C(C=C1)I)N2C (1R)-2β-carbomethoxy-3β-(4-iodophenyl)-tropane